1-(3-Acetylphenyl)-3-(2,4-dioxo-1-(2-(piperidin-1-yl)ethyl)-3-(pyridin-3-yl)-1,2,3,4-tetrahydroquinazolin-6-yl)urea C(C)(=O)C=1C=C(C=CC1)NC(=O)NC=1C=C2C(N(C(N(C2=CC1)CCN1CCCCC1)=O)C=1C=NC=CC1)=O